5-formyl-methylcytosine CN1C=C(C(=NC1=O)N)C=O